[Cu+2].CC1=NC2=C(C=CC=C2C=C1)O.CC1=NC2=C(C=CC=C2C=C1)O bis(2-methyl-8-hydroxyquinoline) copper (II)